CNC(=O)C1=CC=C(C=C1)C=1N=C2SC3=C(N2C1)C=CC(=C3)C(=O)NCC3OC1(CC3)CCN(CC1)C(=O)OC(C)(C)C tert-butyl 2-((2-(4-(methylcarbamoyl)phenyl)benzo[d]imidazo[2,1-b]thiazole-7-carboxamido)methyl)-1-oxa-8-azaspiro[4.5]decane-8-carboxylate